COC[C@@H]1NC(N(C1=O)C1CC2(CC(C2)OC2=NC=CC=C2C(=O)N)C1)=O 2-{[(αR)-6-[(4S)-4-(methoxymethyl)-2,5-dioxoimidazolidin-1-yl]spiro[3.3]heptan-2-yl]oxy}pyridine-3-carboxamide